C(C)(C)(C)NC(C([2H])([2H])N1CCC(CC1)CNC(C1=CC(=CC(=C1)F)Cl)=O)=O N-[[1-[2-(tert-butylamino)-1,1-dideutero-2-oxo-ethyl]-4-piperidinyl]methyl]-3-chloro-5-fluoro-benzamide